OCC1=C(C=C(C2=C1CCO2)C2=CC=C(C=C2)OC(F)(F)F)CNS(=O)(=O)C=C N-[[4-(hydroxymethyl)-7-[4-(trifluoromethoxy)phenyl]-2,3-dihydrobenzofuran-5-yl]methyl]ethenesulfonamide